C(C)NCCC 3-Ethylaminopropan